OC[C@H]1OCCN(C1)C1=CC(=NC=N1)N1N=CC2=CC=C(C=C12)C1(CC2(CC2)C1)C#N (S)-5-(1-(6-(2-(hydroxymethyl)morpholino)pyrimidin-4-yl)-1H-indazol-6-yl)spiro[2.3]hexane-5-carbonitrile